4-aminomethyl-cinnamic acid methyl ester hydrochloride Cl.COC(C=CC1=CC=C(C=C1)CN)=O